(S)-(-)-GLYCIDYL TRITYL ETHER C1[C@H](O1)COC(C2=CC=CC=C2)(C3=CC=CC=C3)C4=CC=CC=C4